(1S,2R,4S)-4-acetamido-N-((S)-(2,3-dichloro-6-fluorophenyl)(1-methylcyclopentyl)methyl)-2-(hydroxymethyl)cyclopentane-1-carboxamide C(C)(=O)N[C@H]1C[C@H]([C@H](C1)C(=O)N[C@@H](C1(CCCC1)C)C1=C(C(=CC=C1F)Cl)Cl)CO